C(C1CO1)OCCOCCC[Si](OC)(OC)C γ-glycidoxyethoxypropyl-methyl-dimethoxysilane